C/C=1/CCC2C(CC2C(CC\C1)=C)(C)C (4Z)-4,11,11-trimethyl-8-methylidenebicyclo[7.2.0]undec-4-ene